1-[5-(3-fluoro-5-methylphenyl)-3-(5-methoxy-1H-1,3-benzodiazol-2-yl)pyridazin-4-yl]piperidin-4-amine FC=1C=C(C=C(C1)C)C=1C(=C(N=NC1)C1=NC2=C(N1)C=CC(=C2)OC)N2CCC(CC2)N